2-Dodecyl-1,3-phenylendiisocyanat C(CCCCCCCCCCC)C1=C(C=CC=C1N=C=O)N=C=O